(R)-2-(6-(3-methylmorpholino)-2-(1H-pyrrolo[2,3-b]pyridin-4-yl)pyrimidin-4-yl)propan-2-amine C[C@@H]1COCCN1C1=CC(=NC(=N1)C1=C2C(=NC=C1)NC=C2)C(C)(C)N